N=1C=CC2=CN=C(CC21)N pyrrolo[3,2-c]pyridin-6-amine